BrC1=CC=C(C=C1)/C=C(/C(=O)C1SCCCS1)\C1=CC=CC=C1 (E)-3-(4-Bromophenyl)-1-(1,3-dithian-2-yl)-2-phenylprop-2-en-1-one